O=C(C(=O)OCC)CCC(=O)[O-] mono-ethyl α-ketoglutarate